1-(2-Chlorobenzyl)-3,4-dimethyl-3-((benzylseleno)methyl)-5-(p-tolyl)-1H-pyrrol-2(3H)-one ClC1=C(CN2C(C(C(=C2C2=CC=C(C=C2)C)C)(C[Se]CC2=CC=CC=C2)C)=O)C=CC=C1